C1(=CC=CC=C1)S(=O)(=O)C=1C=C2C(C(=O)NC2=O)=CC1 4-Phenylsulfonyl-Phthalimid